(S)-2-(5-(difluoromethyl)-1,3,4-thiadiazol-2-yl)-4-(4-isobutyryl-3-methylpiperazin-1-yl)-N-(3-methyloxetan-3-yl)-2H-indazole-6-sulfonamide FC(C1=NN=C(S1)N1N=C2C=C(C=C(C2=C1)N1C[C@@H](N(CC1)C(C(C)C)=O)C)S(=O)(=O)NC1(COC1)C)F